N-(3-ethyl-1-methyl-4-piperidyl)-6-[3-(2-methoxy-4-methylsulfonyl-anilino)prop-1-ynyl]-1-(2,2,2-trifluoroethyl)benzimidazole-4-carboxamide C(C)C1CN(CCC1NC(=O)C1=CC(=CC=2N(C=NC21)CC(F)(F)F)C#CCNC2=C(C=C(C=C2)S(=O)(=O)C)OC)C